BrC=1C=C(C=CC1OC1=C2C(=NC=C1)NC=C2)N2C(N(CC2=O)C2=CC(=CC=C2)C(F)(F)F)=O 3-[3-bromo-4-(1H-pyrrolo[2,3-b]pyridin-4-yloxy)phenyl]-1-[3-(trifluoromethyl)phenyl]-2,4-imidazolidinedione